NC1=C2C(=NC=N1)N(N=C2C=2NC1=CC(=CC=C1C2Cl)C(=O)NC)C(C)C 2-(4-amino-1-isopropyl-1H-pyrazolo[3,4-d]pyrimidin-3-yl)-3-chloro-N-methyl-1H-indole-6-carboxamide